tert-Butylacrylamidosulfonic acid C(C)(C)(C)C=CC(=O)NS(=O)(=O)O